FC1=C(C(=C(C(=C1[2H])[2H])C=O)[2H])[2H] (4-fluorophenyl-2,3,5,6-d4)methanone